ClC1=CC=C(C=C1)[C@@H](C)OC(NC1=CC=C(C=C1)[C@@H]1CNCC1)=O |r| (RS)-(4-Pyrrolidin-3-yl-phenyl)-carbamic acid (RS)-1-(4-chloro-phenyl)-ethyl ester